ClC(C1=CC(=NC=2N1N=C(C2)C(=O)NCCCCNC=2C=C1C(N(C(C1=CC2)=O)C2C(NC(CC2)=O)=O)=O)C=2OC=CC2)(F)F 7-(chlorodifluoromethyl)-N-(4-{[2-(2,6-dioxohexahydropyridin-3-yl)-1,3-dioxo-2,3-dihydro-1H-isoindol-5-yl]amino}butyl)-5-(furan-2-yl)pyrazolo[1,5-a]pyrimidine-2-carboxamide